ClC1=C(C=CC(=C1I)F)N(S(=O)(=O)CCC)S(=O)(=O)CCC N-(2-chloro-4-fluoro-3-iodophenyl)-N-(propylsulfonyl)propane-1-sulfonamide